4-bromo-1-naphthaleneformaldehyde BrC1=CC=C(C2=CC=CC=C12)C=O